METHYL 4-AMINO-3-(IMIDAZO[1,2-A]PYRIDIN-3-YL)ISOTHIAZOLE-5-CARBOXYLATE NC=1C(=NSC1C(=O)OC)C1=CN=C2N1C=CC=C2